2-(1-methylhexahydropyridin-4-yl)-5-(5-methylhexahydropyridin-2-yl)benzo[2,1-d][1,3]thiazole CN1CCC(CC1)C=1SC2=C(N1)C=C(C=C2)C2NCC(CC2)C